OCN1C=CC2=C1N=CN=C2N2C[C@]1([C@H](CN1C(CC#N)=O)C)CC2 3-((3S,4R)-6-(7-(hydroxymethyl)-7H-pyrrolo[2,3-d]pyrimidin-4-yl)-3-methyl-1,6-diazaspiro[3.4]oct-1-yl)-3-oxopropionitrile